ClC1=CC=C(C(=N1)C(=O)O)N[C@H](C)C1=C2N=C(C(=NC2=CC(=C1)C)C#N)N1CCC(CC1)C#N (R)-6-chloro-3-((1-(2-cyano-3-(4-cyanopiperidin-1-yl)-7-methylquinoxalin-5-yl)ethyl)amino)picolinic acid